tri(2-ethylhexyl)ammonium tetrakis(pentafluorophenyl)borate FC1=C(C(=C(C(=C1[B-](C1=C(C(=C(C(=C1F)F)F)F)F)(C1=C(C(=C(C(=C1F)F)F)F)F)C1=C(C(=C(C(=C1F)F)F)F)F)F)F)F)F.C(C)C(C[NH+](CC(CCCC)CC)CC(CCCC)CC)CCCC